(S)-8-(7,7-difluoro-2-((2S,3R)-3-fluoro-2-methylazetidin-1-yl)-6,7-dihydro-5H-cyclopenta[d]pyrimidin-4-yl)-2-(hydroxymethyl)-3,4-dihydrobenzo[f][1,4]oxazepin-5(2H)-one FC1(CCC2=C1N=C(N=C2C2=CC1=C(C(NC[C@H](O1)CO)=O)C=C2)N2[C@H]([C@@H](C2)F)C)F